C(C=1C(C(=O)[O-])=CC=CC1)(=O)OS(=O)(=O)OC(C=1C(C(=O)[O-])=CC=CC1)=O sulfonyl diphthalate